1-(4-(3-((6-(trifluoromethoxy)pyridin-3-yl)amino)pyrazin-2-yl)piperazin-1-yl)prop-2-en-1-one FC(OC1=CC=C(C=N1)NC=1C(=NC=CN1)N1CCN(CC1)C(C=C)=O)(F)F